O=C1NC(=NC2=CC(=CC=C12)C(=O)NC1=CC=CC=C1)CSC1CCOCC1 4-oxo-N-phenyl-2-(((tetrahydro-2H-pyran-4-yl)thio)methyl)-3,4-dihydroquinazoline-7-carboxamide